CN(C(C(C(C1=CC=C(C=C1)[N+](=O)[O-])Br)Br)=O)C1=CC=CC=C1 N-methyl-N-phenyl-2,3-dibromo-3-p-nitrophenyl-propionamide